4-glycidylbutyltrimethoxysilane C(C1CO1)CCCC[Si](OC)(OC)OC